N-((4-nitro-4-(((tetrahydro-2H-pyran-4-yl)methyl)amino)3-nitrophenyl)sulfonyl)benzamide [N+](=O)([O-])C1(C(C=C(C=C1)S(=O)(=O)NC(C1=CC=CC=C1)=O)[N+](=O)[O-])NCC1CCOCC1